FC(CNC(=O)C=1C=NN2C1C=C(C=C2)C2=CNC=1N=C(N=CC12)NC)F N-(2,2-difluoroethyl)-5-(2-(methylamino)-7H-pyrrolo[2,3-d]pyrimidin-5-yl)pyrazolo[1,5-a]pyridine-3-carboxamide